N-[(1R,3S)-3-{[6-chloro-2-(trifluoromethyl)quinolin-4-yl]amino}cyclohexyl]-1,3-benzothiazole-4-carboxamide ClC=1C=C2C(=CC(=NC2=CC1)C(F)(F)F)N[C@@H]1C[C@@H](CCC1)NC(=O)C=1C=CC=C2C1N=CS2